cobalt tris(ethylenediamine) chloride [Cl-].C(CN)N.C(CN)N.C(CN)N.[Co+2].[Cl-]